(2,4-dimethoxybenzyl)-7-fluoro-1,5-naphthyridine-2,4-diamine COC1=C(CC=2C(=NC3=CC(=CN=C3C2N)F)N)C=CC(=C1)OC